Methyl 3-(3-(4-(4-chlorophenoxy)phenoxy)azetidin-1-yl)-2-(1H-pyrrol-1-yl)benzoate ClC1=CC=C(OC2=CC=C(OC3CN(C3)C=3C(=C(C(=O)OC)C=CC3)N3C=CC=C3)C=C2)C=C1